CC(C)CCCCCCCCCCCCCCCCCCCCCCCCCCCCCC 2-Methyldotriacontane